4-(3-bromophenyl)-2-{3-[4-(pyrrolidin-1-yl)butyl]ureido}thiophene-3-carboxamide BrC=1C=C(C=CC1)C=1C(=C(SC1)NC(=O)NCCCCN1CCCC1)C(=O)N